NC=1C=NC=C(C1C1=CC(=C(C(=O)NC=2C=C(C(=NC2)C(=O)NCC(F)(F)F)Cl)C=C1F)Cl)C1CC1 5-(4-(3-amino-5-cyclopropylpyridin-4-yl)-2-chloro-5-fluorobenzamido)-3-chloro-N-(2,2,2-trifluoroethyl)picolinamide